2-(6-((4-(2-((4-methoxybenzyl)amino)thieno[3,2-d]pyrimidin-4-yl)-1H-pyrazole-1-yl)methyl)pyridin-2-yl)propan-2-ol COC1=CC=C(CNC=2N=C(C3=C(N2)C=CS3)C=3C=NN(C3)CC3=CC=CC(=N3)C(C)(C)O)C=C1